C(C)SC1=CC2=C(NC=N2)C=C1C(F)(F)F 5-Ethylsulfanyl-6-trifluoromethyl-1H-benzoimidazol